(2S,3R)-1-[4-[5-(aminomethyl)-2-thienyl]-6,7-dihydro-5H-cyclopenta[d]pyrimidin-2-yl]-2-methyl-azetidin-3-ol NCC1=CC=C(S1)C=1C2=C(N=C(N1)N1[C@H]([C@@H](C1)O)C)CCC2